CC([C@@H](C(NC)=O)NC(=O)C=1C=2C[C@@H]3[C@H](C2N(N1)CCC(C)(C)O)C3)(C)C (1aR,5aR)-2-(3-Hydroxy-3-methyl-butyl)-1a,2,5,5a-tetrahydro-1H-2,3-diaza-cyclopropa[a]pentalene-4-carboxylic acid ((S)-2,2-dimethyl-1-methylcarbamoyl-propyl)-amide